1,1-bis(2-hydroxy-3-methylphenyl)octane OC1=C(C=CC=C1C)C(CCCCCCC)C1=C(C(=CC=C1)C)O